O=C1OC2=CC=CC=C2C=C1C(=O)OCCCCSC1=CC(=NC2=CC=CC=C12)C1=CC=C(C=C1)Cl 4-((2-(4-chlorophenyl)quinolin-4-yl)thio)butyl 2-oxo-2H-chromene-3-carboxylate